1-(1-methyl-4-oxocyclohexa-2,5-dien-1-yl)hydrazine-1,2-dicarboxylic acid dibenzyl ester C(C1=CC=CC=C1)OC(=O)N(NC(=O)OCC1=CC=CC=C1)C1(C=CC(C=C1)=O)C